(S)-2-(1,3-dioxo-1,3-dihydro-isoindol-2-yl)-3-(1H-indol-3-yl)-propionic acid O=C1N(C(C2=CC=CC=C12)=O)[C@H](C(=O)O)CC1=CNC2=CC=CC=C12